FC=1C=C2CCN(C2=CC1)C=1C2=C(N=CN1)C=CC(=N2)C=2C=C(C(N(C2)CCO)=O)C 5-(4-(5-fluoroindolin-1-yl)pyrido[3,2-d]pyrimidin-6-yl)-1-(2-hydroxyethyl)-3-methylpyridin-2(1H)-one